C(C1=CC=CC=C1)C1=C(NC=O)C=CC=C1 o-benzylformanilide